C(C)OCCOCCOC1=CC=C(C=C1)C[C@@H](CO)/N=C/C1=CC=C(C=C1)OC (2S)-3-{4-[2-(2-ethoxyethoxy)ethoxy]phenyl}-2-[(E)-(4-methoxybenzyliden)amino]propan-1-ol